C(CCC)S(=O)(=O)C=1N=C(C2=C(N1)N(N=N2)CC2=C(C=CC=C2)Cl)N2CC(CC2)(F)F 5-Butylsulfonyl-3-[(2-chlorophenyl)methyl]-7-(3,3-difluoropyrrolidin-1-yl)triazolo[4,5-d]pyrimidine